C[C@@H]1N([C@@H](CNC1)C)C(=O)N1N=CC[C@H]1C=1C=C(C#N)C=C(C1)F 3-((S)-1-((2S,6r)-2,6-dimethylpiperazine-1-carbonyl)-4,5-dihydro-1H-pyrazol-5-yl)-5-fluorobenzonitrile